aminomethyl-formaldehyde NCC=O